(2R,3S,4R,5S)-3-(3,4-difluoro-2-methoxy-phenyl)-5-isopropyl-4-methyl-tetrahydrofuran FC=1C(=C(C=CC1F)[C@H]1CO[C@H]([C@@H]1C)C(C)C)OC